amino-4-methyl-7-(methylamino)phthalazine-6-carboxylate NC1=NN=C(C2=CC(=C(C=C12)NC)C(=O)[O-])C